Ethyl 3-(5-(bromodifluoromethyl)-1,2,4-oxadiazol-3-yl)benzoate BrC(C1=NC(=NO1)C=1C=C(C(=O)OCC)C=CC1)(F)F